N-((1R)-3-Cyano-3-azabicyclo[3.2.0]heptan-1-yl)-2'-phenoxy-[1,1'-biphenyl]-4-carboxamid C(#N)N1C[C@]2(CCC2C1)NC(=O)C1=CC=C(C=C1)C1=C(C=CC=C1)OC1=CC=CC=C1